(1-(((3-(cyclobutylsulfanyl)pyridin-2-yl)methyl)amino)-2-methyl-1-oxoprop-2-yl)carbamic acid tert-butyl ester C(C)(C)(C)OC(NC(C(=O)NCC1=NC=CC=C1SC1CCC1)(C)C)=O